tert-Butyl 3-(4-((5-(hydroxymethyl)pyridin-2-yl)oxy)-7-(thiazol-2-yl)benzo[d]oxazol-2-yl)-3,6-diazabicyclo[3.1.1]heptane-6-carboxylate OCC=1C=CC(=NC1)OC1=CC=C(C2=C1N=C(O2)N2CC1N(C(C2)C1)C(=O)OC(C)(C)C)C=1SC=CN1